N-(4-tertiarybutylphenyl)-4-(3-chloropyridin-2-yl)-tetrahydropyrazine-1(2H)-carboxamide C(C)(C)(C)C1=CC=C(C=C1)NC(=O)N1CCN(CC1)C1=NC=CC=C1Cl